ClC1=C(C=C(C=C1)F)C1NC(C2=C1C(=CC1=C(N(N=C21)C)CC(F)F)NC(C2=CC(=CC(=C2)F)C(F)(F)F)=O)=O N-[6-(2-chloro-5-fluorophenyl)-3-(2,2-difluoroethyl)-2-methyl-8-oxo-7,8-dihydro-6H-pyrrolo[4,3-g]indazol-5-yl]-5-fluoro-3-(trifluoromethyl)benzamide